(E)-1-(3,4-dimethoxy-5-(methylthio)phenyl)-3-(3-hydroxy-4-methoxyphenyl)prop-2-en-1-one COC=1C=C(C=C(C1OC)SC)C(\C=C\C1=CC(=C(C=C1)OC)O)=O